N[C@H](C[C@H](CN1C(C2=CC(=C(C=C2C=C1)Br)F)=O)F)CO 2-[(2R,4R)-4-amino-2-fluoro-5-hydroxy-pentyl]-6-bromo-7-fluoro-isoquinolin-1-one